C1(CC1)C(N1C[C@]2(CCN3N=C(C=C32)C=3C=C(C(=NC3)N)C(F)(F)F)CC1)C1=NC=NN1 5-{(3R)-1-[cyclopropyl(1H-1,2,4-triazol-5-yl)methyl]-5',6'-dihydrospiro[pyrrolidine-3,4'-pyrrolo[1,2-b]pyrazol]-2'-yl}-3-(trifluoromethyl)pyridin-2-amine